(4-Fluoronaphthalene-1-yl)methanol FC1=CC=C(C2=CC=CC=C12)CO